FC1=C(OC2=C(C=C(C=C2)NS(=O)(=O)CC)C2=C3C(=[N+](C(=C2)C)[O-])NCC3)C=CC(=C1)F 4-(2-(2,4-difluorophenoxy)-5-(ethylsulfonylamino)phenyl)-6-methyl-2,3-dihydro-1H-pyrrolo[2,3-b]pyridine 7-oxide